O1[C@@H]2CN([C@H](C3=C1C=CC=C3)C2)C(C(C(C)(F)F)(C)C)=O 1-[(2S,5S)-2,3-dihydro-2,5-methano-1,4-benzoxazepin-4(5H)-yl]-3,3-difluoro-2,2-dimethylbutan-1-one